5-[1-(5-nitro-2-pyridinyl)-3-(trifluoromethyl)pyrazol-4-yl]imidazole-2-carboxamide [N+](=O)([O-])C=1C=CC(=NC1)N1N=C(C(=C1)C1=CN=C(N1)C(=O)N)C(F)(F)F